2-(2-(4-(methylsulfonyl)phenoxy)acetyl)-8-(3-(trifluoromethyl)phenyl)-1,3,4,12a-tetrahydrobenzo[e]pyrazino[1,2-a][1,4]diazepine-6,12(2H,11H)-dione CS(=O)(=O)C1=CC=C(OCC(=O)N2CC3N(C(C4=C(NC3=O)C=CC(=C4)C4=CC(=CC=C4)C(F)(F)F)=O)CC2)C=C1